(1R,2R,3R,4R,5S)-4-((3-chloro-1,2,4-thiadiazol-5-yl)amino)-1-(((3-chloro-1,2,4-thiadiazol-5-yl)oxy)methyl)-6,8-dioxabicyclo[3.2.1]octane-2,3-diol ClC1=NSC(=N1)N[C@@H]1[C@H]([C@H]([C@@]2(CO[C@H]1O2)COC2=NC(=NS2)Cl)O)O